O=C1NC2=CC=C(C=C2CC1)NC(=O)C1=C(C=NC=C1)CCC N-(2-oxo-3,4-dihydro-1H-quinolin-6-yl)-3-propyl-pyridine-4-carboxamide